N[C@@H]1C2=CC=CC=C2CC12CCN(CC2)C2=C(C=C(C(=N2)C(=C)C2=NNCC2)Cl)C(F)(F)F (S)-6-(1-amino-1,3-dihydrospiro[indene-2,4'-piperidine]-1'-yl)-3-(1-(3-chloro-5-(trifluoromethyl)pyridin-2-yl)vinyl)-1,5-dihydro-4H-pyrazole